C[C@H]1N(CCC1)CCCOC1=CC=C(C=C1)[N+](=O)[O-] (R)-2-methyl-1-(3-(4-nitrophenoxy)propyl)pyrrolidine